tert-butyl 3-(morpholine-2-yl)azetidine-1-carboxylate N1CC(OCC1)C1CN(C1)C(=O)OC(C)(C)C